FC1=C(C=CC=C1NS(=O)(=O)CCC)C=1C(=NNC1)C1=CC=NC=C1 4-[2-fluoro-3-(propane-1-sulfonamido)phenyl]-3-(pyridin-4-yl)pyrazol